(E)-N-[(4-Amino-3-methyl-benzofuran-2-yl)methyl]-3-[(3S)-3-hydroxy-4-oxo-1,2,3,5-tetrahydropyrido[2,3-b][1,4]diazepin-8-yl]-N-methyl-prop-2-enamide NC1=CC=CC2=C1C(=C(O2)CN(C(\C=C\C2=CC1=C(NC([C@H](CN1)O)=O)N=C2)=O)C)C